NC1CCC2=CC=CC=C2C1 (trans)-3-aminotetralin